CN1N=C(N=C1)CO (1-methyl-1H-1,2,4-triazole-3-yl)methanol